(naphthyl)(biphenylyl)(carbazolylbiphenylyl)amine C1(=CC=CC2=CC=CC=C12)N(C1=C(C=CC=C1C1=CC=CC=2C3=CC=CC=C3NC12)C1=CC=CC=C1)C1=C(C=CC=C1)C1=CC=CC=C1